ammonium persulfate salt S(=O)(=O)([O-])OOS(=O)(=O)[O-].[NH4+].[NH4+]